2-bromo-1-iododibenzofuran BrC1=C(C2=C(OC3=C2C=CC=C3)C=C1)I